CP(=O)(C)C=1C(=C(C(=O)N)C=CC1)NCC#C (dimethylphosphoryl)-2-(prop-2-yn-1-ylamino)benzamide